BrC1=C(C=CC2=C1C=C(O2)C(=O)O)N2CCN(CC2)CC2=CC(=CC=C2)Cl 4-bromo-5-[4-(3-chloro-benzyl)-piperazin-1-yl]-benzofuran-2-carboxylic acid